(2S,3R)-2-((R)-4-((3R,5R,6S,8S,9S,10R,13R,14S,17R)-3,6-dihydroxyl-10,13-dimethyl-hexadecahydro-1H-cyclopenta[a]phenanthren-17-yl)pentanamido)-3-methylpentanoic acid O[C@@H]1CC[C@@]2([C@H]3CC[C@@]4([C@H](CC[C@H]4[C@@H]3C[C@@H]([C@@H]2C1)O)[C@@H](CCC(=O)N[C@H](C(=O)O)[C@@H](CC)C)C)C)C